ClC=1C(=C(N(C1C(C(NC1(CC1)C(F)(F)F)=O)=O)C)C)C(=O)NC1=CC(=C(C=C1)F)F 4-chloro-N-(3,4-difluorophenyl)-1,2-dimethyl-5-(2-oxo-2-((1-(trifluoromethyl)cyclopropyl)amino)acetyl)-1H-pyrrole-3-carboxamide